6-fluoro-4-(methoxy-d3)-N-(1-(oxetan-3-yl)piperidin-4-yl)-5-(1-(2,2,2-trifluoroethyl)-1H-benzo[d][1,2,3]triazol-6-yl)pyrrolo[2,1-f][1,2,4]triazin-2-amine FC=1C(=C2C(=NC(=NN2C1)NC1CCN(CC1)C1COC1)OC([2H])([2H])[2H])C=1C=CC2=C(N(N=N2)CC(F)(F)F)C1